1-[3-(trifluoromethyl)bicyclo[1.1.1]pentan-1-yl]methanamine hydrochloride Cl.FC(C12CC(C1)(C2)CN)(F)F